C1(CC1)S(=O)(=O)N1C[C@H]([C@@H](CC1)NC1=NN2C(C=N1)=C(C=C2C2=C(C(=C(C=C2F)F)C(F)F)F)F)F N-((3R,4R)-1-(cyclopropylsulfonyl)-3-fluoropiperidin-4-yl)-7-(3-(difluoromethyl)-2,4,6-trifluorophenyl)-5-fluoropyrrolo[2,1-f][1,2,4]triazin-2-amine